[2-[4-fluoro-2-(trifluoromethyl)phenyl]sulfonyl-2,6-diazaspiro[3.3]heptan-6-yl]-[(3R)-3-(4H-1,2,4-triazol-3-yl)pyrrolidin-1-yl]methanone FC1=CC(=C(C=C1)S(=O)(=O)N1CC2(C1)CN(C2)C(=O)N2C[C@@H](CC2)C2=NN=CN2)C(F)(F)F